C(#N)C=1C(=C(C(=O)NC2=CC=C3C=NN(C3=C2)C=2C=NN(C2)C)C(=CC1)C)F 3-Cyano-2-fluoro-6-methyl-N-(1-(1-methyl-1H-pyrazol-4-yl)-1H-indazol-6-yl)benzamide